1-((3S,4R)-4-(3,4-difluorophenyl)-1-(2-methoxyethyl)pyrrolidin-3-yl)-3-(3-(2-fluoroethoxy)-4-methyl-1-phenyl-1H-pyrazol-5-yl)urea FC=1C=C(C=CC1F)[C@H]1[C@@H](CN(C1)CCOC)NC(=O)NC1=C(C(=NN1C1=CC=CC=C1)OCCF)C